BrCCOC1=C2CN(C(C2=CC=C1)=C=O)C1C(NC(CC1)=O)=O 3-(4-(2-bromoethoxy)-1-carbonylisoindolin-2-yl)piperidine-2,6-dione